CN1CCC(CC1)NC=1N=CC=C2C1SC=C2CC(F)(F)F 7-((1-methylpiperidin-4-yl)amino)-3-(2,2,2-trifluoroethyl)thieno[2,3-c]pyridin